NCC1=CC(=C(C=C1)NC(=O)C1=CC2=C(OCCC3=C2SC=C3)C=C1C=1C(=NC(=CC1)C(NCCC)=O)C(=O)O)C(NCC(C)C)=O 3-(9-((4-(aminomethyl)-2-(isobutylcarbamoyl)phenyl)carbamoyl)-4,5-dihydrobenzo[b]thieno[2,3-d]oxepin-8-yl)-6-(propylcarbamoyl)picolinic acid